methyl-[2-(4-cyanophenyl)-5,7-difluoro-1H-indol-3-yl] propanoate C(CC)(=O)OC1=C(N(C2=C(C=C(C=C12)F)F)C)C1=CC=C(C=C1)C#N